Propyl-tetrahydropyranone 2,3-diazidocyclohexanebenzyl-2-(4-(3-(methoxycarbonyl)phenoxy)butyl)-3-(trifluoromethyl)-7,8-dihydro-1,6-naphthyridine-6(5H)-carboxylate N(=[N+]=[N-])C1C(CCCC1N=[N+]=[N-])C1=CC=CC=C1COC(=O)N1CC=2C=C(C(=NC2CC1)CCCCOC1=CC(=CC=C1)C(=O)OC)C(F)(F)F.C(CC)C1C(OCCC1)=O